ClC1=C(C=C(N=N1)NC(C(C)(C)C)=O)C=O N-(6-chloro-5-formyl-pyridazin-3-yl)-2,2-dimethyl-propionamide